4-amino-2-({5-chloro-2-[(1-methyl-1H-pyrazol-4-yl)amino]pyrimidin-4-yl}amino)-N-phenylbenzamide NC1=CC(=C(C(=O)NC2=CC=CC=C2)C=C1)NC1=NC(=NC=C1Cl)NC=1C=NN(C1)C